CC=1N=C2N(C(C1C)=O)C=C(N=C2SC)C2CC(OCC2)C2=CC(=NC=C2)C 2,3-dimethyl-7-(2-(2-methylpyridin-4-yl)tetrahydro-2H-pyran-4-yl)-9-(methylthio)-4H-pyrazino[1,2-a]pyrimidin-4-one